(4-((6-amino-5-cyanopyrimidin-4-yl)oxy)-2-fluorophenyl)-3-(3-(tert-butyl)-1-(4-isopropoxyphenyl)-1H-pyrazol-5-yl)urea NC1=C(C(=NC=N1)OC1=CC(=C(C=C1)NC(=O)NC1=CC(=NN1C1=CC=C(C=C1)OC(C)C)C(C)(C)C)F)C#N